ClC1=C(C(=O)NC=2C=C3C=C(N(C3=CC2)CC)C(=O)NC2=CC(=CC(=C2)F)F)C=C(C=C1)CNC(C(C)C)=O 5-(2-chloro-5-(isobutyrylaminomethyl)benzoylamino)-N-(3,5-difluorophenyl)-1-ethyl-1H-indole-2-carboxamide